Cl.N[C@H](C(=O)OCC(F)(F)F)CCC1=CC=C(C=C1)OC 2,2,2-Trifluoroethyl (S)-2-amino-4-(4-methoxyphenyl)butanoate hydrochloride